[K].S1(=O)(=O)NC(=O)C2=CC=CC=C12 saccharine potassium salt